C(C)(C)(C)OC(=O)N1CCC(CC1)C1CCN2C1=NC(=C2C(=O)O)C2=CC=C(C=C2)OC2=CC=CC=C2 7-(1-(tert-butoxycarbonyl)piperidin-4-yl)-2-(4-phenoxyphenyl)-6,7-dihydro-5H-pyrrolo[1,2-a]imidazole-3-carboxylic acid